2-(4,5-dihydro-1H-imidazol-2-yl)-4-methylpyridine N1C(=NCC1)C1=NC=CC(=C1)C